COC1=NC=CC=C1C1=CN=C(O1)[C@H](C\C=C\CCC(=O)C=1OC=CN1)NC(OC(C)(C)C)=O (S,E)-tert-butyl (1-(5-(2-methoxypyridin-3-yl)oxazol-2-yl)-7-(oxazol-2-yl)-7-oxohept-3-en-1-yl)carbamate